C[C@@H]1CN(CCO1)C=O ((R)-2-methylmorpholinyl)methanone